N1C(=NCC1)S(=O)O 2-imidazolin-2-ylsulfinic acid